2-amino-9-((2r,3r,5s)-3-hydroxy-5-((R)-1-hydroxypropyl)tetrahydrofuran-2-yl)-7-(prop-2-yn-1-yl)-7,9-dihydro-1H-purine-6,8-dione NC=1NC(C=2N(C(N(C2N1)[C@@H]1O[C@@H](C[C@H]1O)[C@@H](CC)O)=O)CC#C)=O